OC=1C=2N(C=C(C1)NCC1=NC=CC=C1)N=CC2C#N 4-hydroxy-6-((pyridin-2-ylmethyl)amino)pyrazolo[1,5-a]Pyridine-3-nitrile